1-Fluoro-3,3-dimethyl-1,3-dihydro-1λ3-benzo[d][1,2]iodaoxole FI1OC(C2=C1C=CC=C2)(C)C